ClC=1C=C2C=NC(=NC2=CC1C1CC2(CN(C2)C2COC2)C1)NC=1C=NN(C1Cl)C1CC1 6-chloro-N-(5-chloro-1-cyclopropyl-1H-pyrazol-4-yl)-7-(2-(oxetan-3-yl)-2-azaspiro[3.3]heptan-6-yl)quinazolin-2-amine